C(C1=CC=CC=C1)OC=1C(=CC(=C(C1)NC(OCC=C)=O)C(=O)N1[C@@H](CC(=CC1)C=1SC=CC1)CO[Si](C)(C)C(C)(C)C)OC allyl (S)-(5-(benzyloxy)-2-(2-(((tert-butyldimethylsilyl)oxy)methyl)-4-(thiophen-2-yl)-1,2,3,6-tetrahydropyridine-1-carbonyl)-4-methoxyphenyl)carbamate